FC1=CC=C(C(=O)N[C@@H](CO)C2=NC(=NO2)C2=CN(C3=CC=CC=C23)CCO)C=C1 4-Fluoro-N-[(1S)-2-hydroxy-1-{3-[1-(2-hydroxyethyl)-1H-indol-3-yl]-1,2,4-oxadiazol-5-yl}ethyl]benzamid